(1aR,5aR)-2-(4-Trifluoromethyl-pyridin-2-yl)-1a,2,5,5a-tetrahydro-1H-2,3-diaza-cyclopropa[a]pentalene-4-carboxylic acid (2,2,2-trifluoro-1,1-dimethyl-ethyl)-amide FC(C(C)(C)NC(=O)C=1C=2C[C@@H]3[C@H](C2N(N1)C1=NC=CC(=C1)C(F)(F)F)C3)(F)F